(cyclobutoxy)-5-(dimethylsulfamoyl)-4-(8,8,8-trifluorooctylamino)benzoic acid C1(CCC1)OC1=C(C(=O)O)C=C(C(=C1)NCCCCCCCC(F)(F)F)S(N(C)C)(=O)=O